(S)-(+)-3-(benzyloxycarbonyl)-5-oxo-4-oxazolidineacetic acid C1N([C@H](C(=O)O1)CC(=O)O)C(=O)OCC2=CC=CC=C2